rac-2'-ethoxy-5-((2R,4S)-2-ethyl-4-((2-(trifluoromethyl)phenyl)thio)piperidin-1-yl)-N-((R)-1-methylpyrrolidin-3-yl)-[2,3'-bipyridine]-6-carboxamide C(C)OC1=NC=CC=C1C1=NC(=C(C=C1)N1[C@@H](C[C@H](CC1)SC1=C(C=CC=C1)C(F)(F)F)CC)C(=O)N[C@H]1CN(CC1)C |r|